N-[(4S)-3,4-dihydro-2H-chromen-4-yl]-7-[2-fluoro-3-(trifluoromethoxy)phenyl]-3-isopropyl-6-methylpyrazolo[5,1-b][1,3]thiazole-2-carboxamide O1CC[C@@H](C2=CC=CC=C12)NC(=O)C1=C(N2C(S1)=C(C(=N2)C)C2=C(C(=CC=C2)OC(F)(F)F)F)C(C)C